2-amino-4-(6-chloro-8-fluoro-2-(((2R,7aS)-2-fluorotetrahydro-1H-pyrrolizin-7a(5H)-yl)methoxy)-4-(6-methoxy-1,4-oxazepan-4-yl)quinazolin-7-yl)-7-fluorobenzo[b]thiophene-3-carbonitrile NC1=C(C2=C(S1)C(=CC=C2C2=C(C=C1C(=NC(=NC1=C2F)OC[C@]21CCCN1C[C@@H](C2)F)N2CCOCC(C2)OC)Cl)F)C#N